C1=CC=C2C1=C1C=CC=CN1C2 indolizinocyclopentene